F[C@@]1(CN(CC[C@H]1NC(=O)C1=CC(=CC=2N(C=NC21)CC(F)(F)F)C#CCNC=2C(OC)=CC=C(C2)S(=O)(=O)C)C)C N-[(3R,4R)-3-fluoro-1-methyl-3-methyl-4-piperidyl]-6-[3-(4-mesyl-2-anisidino)-1-propynyl]-1-(2,2,2-trifluoroethyl)-1H-benzo[d]imidazole-4-carboxamide